bis(acetonitrile) platinum (II) dichloride [Pt](Cl)Cl.C(C)#N.C(C)#N